Lithium Fluoride [F-].[Li+]